C(C)(C)(C)N(C(O)=O)CCCCCCCCNC(COC1=C2C(N(C(C2=CC=C1)=O)C1C(NC(CC1)=O)=O)=O)=O.C(CC)(=O)OCCNC(C(=C)C)=O N-(2-propionyloxyethyl)methacrylamide tert-Butyl-(8-(2-((2-(2,6-dioxopiperidin-3-yl)-1,3-dioxoisoindolin-4-yl)oxy)acetamido)octyl)carbamate